C(C)(C)(C)OC(=O)NC=1C=C(C=CC1)C=1C=C(SC1)C(=O)OC methyl 4-(3-((tert-butoxycarbonyl)amino)phenyl)thiophene-2-carboxylate